(E)-N-((3-bromopyridin-4-yl)methylene)-2-methylpropan-2-sulfinamide BrC=1C=NC=CC1\C=N\S(=O)C(C)(C)C